[N+](=O)([O-])C1=C(C=CC(=C1)[N+](=O)[O-])F 2,4-dinitrophenyl fluoride